3-(4-(11-Oxo-8-(trifluoromethoxy)-10,11-dihydrodibenzo[b,f][1,4]oxazepin-2-yl)-1H-pyrazol-1-yl)propanenitrile O=C1NC2=C(OC3=C1C=C(C=C3)C=3C=NN(C3)CCC#N)C=CC(=C2)OC(F)(F)F